(E)-1-acetyl-2-((5-(morpholine-4-carbonyl)benzo[d]thiazole-2-yl)methylene)indolin-3-one C(C)(=O)N1/C(/C(C2=CC=CC=C12)=O)=C/C=1SC2=C(N1)C=C(C=C2)C(=O)N2CCOCC2